5-{4-[({7-cyclobutanecarbonyl-5H,6H,7H,8H-pyrido[3,4-c]pyridazin-3-yl}oxy)methyl]-5-methyl-1,2-oxazol-3-yl}-2-methylpyridine C1(CCC1)C(=O)N1CC=2N=NC(=CC2CC1)OCC=1C(=NOC1C)C=1C=CC(=NC1)C